Cl.Cl.NC1C(C=C(C(=C1)C1=CC=CC=C1)N)(S)C1=CC=CC=C1 2,5-diamino-1,4-diphenyl-thiophenol dihydrochloride